6-chloro-5'-(5-chloro-2-methylphenyl)-3'-isopropyl-2'-(3-methoxypyridin-4-yl)-3'H-spiro[indoline-3,4'-pyrrolo[3,4-d]imidazole]-2,6'(5'H)-dione ClC1=CC=C2C(=C1)NC(C21N(C(C=2N=C(N(C21)C(C)C)C2=C(C=NC=C2)OC)=O)C2=C(C=CC(=C2)Cl)C)=O